FC(COC(C(=O)Cl)=O)(F)F.CN(C)CC1(COC1)C=1SC2=C(N1)C=C(C=C2)[C@@H]2N(C[C@H](CC2)C)C(C(=O)N)=O 2-((2R,5S)-2-(2-(3-((dimethylamino)methyl)oxetan-3-yl)benzo[d]thiazol-5-yl)-5-methylpiperidin-1-yl)-2-oxoacetamide 2,2,2-Trifluoroethyl-2-chloro-2-oxo-acetate